6-(2,4-dimethoxypyrimidin-5-yl)-3-methyl-4-((1S,2S)-2-((triFluoromethoxy)methyl)cyclopropyl)pyridazine COC1=NC=C(C(=N1)OC)C1=CC(=C(N=N1)C)[C@@H]1[C@H](C1)COC(F)(F)F